C(C)(C)(C)OC(=O)N1CC([C@H](C1)N)(F)F (S)-4-amino-3,3-difluoropyrrolidine-1-carboxylic acid tert-butyl ester